C(CCCC\C=C/CC)CC(=O)OCCCC=1C=NC=CC1 3-(pyridin-3-yl)propan-1-ol (Z)-6-nonen-1-yl-acetate